1-(2-chlorophenyl)-4-[(2-methoxyethyl)-amino]-7-(trifluoromethyl)pyrido[2,3-d]-pyrimidin-2(1H)-one ClC1=C(C=CC=C1)N1C(N=C(C2=C1N=C(C=C2)C(F)(F)F)NCCOC)=O